NCC1CN(CC1)C1=C(C(=C(C(=N1)SC(C(=O)N)C1=CC=CC=C1)C#N)CC)C#N 2-((6-(3-(aminomethyl)pyrrolidin-1-yl)-3,5-dicyano-4-ethylpyridin-2-yl)thio)-2-phenylacetamide